C(C)(=O)N1[C@H](C[C@H](C1)C1=CC(=C(C=C1)OC(F)F)O)CC1(NC=C(C=C1)C(=O)NC)C(=O)N 2-(((2R,4S)-1-acetyl-4-(4-(difluoromethoxy)-3-hydroxyphenyl)pyrrolidin-2-yl)methyl)-N5-methylpyridine-2,5-dicarboxamide